5-bromo-N-(3-methoxy-2,6-dimethylphenyl)-1-methyl-1H-indazol-4-amine BrC1=C(C=2C=NN(C2C=C1)C)NC1=C(C(=CC=C1C)OC)C